1H,3H-naphtho[1,8-cd][1,2,6]oxadiborinine-1,3-diol B1(C=2C3=C(B(O1)O)C=CC=C3C=CC2)O